methyl 3-(9-((4-(((tert-butoxycarbonyl)amino)methyl)-2-(2-methoxyethoxy)phenyl)carbamoyl)-4,5-dihydrobenzo[b]thieno[2,3-d]oxepin-8-yl)-6-(propylcarbamoyl)picolinate C(C)(C)(C)OC(=O)NCC1=CC(=C(C=C1)NC(=O)C1=CC2=C(OCCC3=C2SC=C3)C=C1C=1C(=NC(=CC1)C(NCCC)=O)C(=O)OC)OCCOC